2-(bromomethyl)-5-phenylpyrazine BrCC1=NC=C(N=C1)C1=CC=CC=C1